2-(5-fluoro-2-methoxypyridin-4-yl)propanoic acid-3,3,3-d3 FC=1C(=CC(=NC1)OC)C(C(=O)O)C([2H])([2H])[2H]